C1=CC(=C(C(=C1[N+](=O)[O-])Cl)[N+](=O)[O-])Cl 1-chloro-2,4-dinitrochlorobenzene